C(C)(C)N(C(C)C)CSC=1[C-](C=CC1)NC(C1=CC=CC=C1)=O.[CH-]1C=CC=C1.[Fe+2] N-(2-(diisopropylaminomethylthio)ferrocenyl)benzamide